[Cl-].FC(C1=CC=C(C(=O)N)C=C1)(F)F 4-(trifluoromethyl)benzamide chloride